N-[(11S)-2-[[(1S)-2-amino-2-oxo-1-[[(3S)-2-oxo-3-piperidyl]methyl]ethyl]amino]-1-(cyclopropylmethyl)-2-oxo-ethyl]-7-chloro-6-fluoro-1H-indole-2-carboxamide NC([C@H](C[C@H]1C(NCCC1)=O)NC(C(CC1CC1)NC(=O)C=1NC2=C(C(=CC=C2C1)F)Cl)=O)=O